(1S,3R)-3-(3-{[(6-meth-oxypyridin-3-yl)acetyl]-amino}-1H-pyrazol-5-yl)cyclopentyl (cis-4-hydroxy-4-methylcyclohexyl)carbamate OC1(CCC(CC1)NC(O[C@@H]1C[C@@H](CC1)C1=CC(=NN1)NC(CC=1C=NC(=CC1)OC)=O)=O)C